(R)-2,5,7-trimethyl-6-((1-(4-(5-((4-methylpiperazin-1-yl)methyl)pyrimidin-2-yl)phenyl)pyrrolidin-3-yl)methyl)-[1,2,4]triazolo[1,5-a]pyrimidine CC1=NN2C(N=C(C(=C2C)C[C@H]2CN(CC2)C2=CC=C(C=C2)C2=NC=C(C=N2)CN2CCN(CC2)C)C)=N1